CC(C)C1=C(C=C(C=C1)O)O 4-propan-2-ylbenzene-1,3-diol